C(C)OC(=O)C1=NOC(C1)(C)C.FC1=C(C=CC(=C1)C(F)(F)F)COC1CNC1 3-[[2-Fluoro-4-(trifluoromethyl)phenyl]methoxy]azetidine ethyl-5,5-dimethyl-4,5-dihydroisoxazole-3-carboxylate